2-{methyl-[4-phenyl-6-(3-phenylpropyl)quinolin-2-yl]amino}acetic acid CN(CC(=O)O)C1=NC2=CC=C(C=C2C(=C1)C1=CC=CC=C1)CCCC1=CC=CC=C1